5-bromo-2-hydroxy-3-((phenethylimino)meth-yl)phenyl 3-methyl-benzoate CC=1C=C(C(=O)OC2=C(C(=CC(=C2)Br)C=NCCC2=CC=CC=C2)O)C=CC1